distyrylphosphine C(=CC1=CC=CC=C1)PC=CC1=CC=CC=C1